2-(2,6-dioxopiperidin-3-yl)-7-methyl-1-oxoisoindoline-4-carbonitrile O=C1NC(CCC1N1C(C=2C(=CC=C(C2C1)C#N)C)=O)=O